NC=1N=NC(=CC1C1=CC=C(C=C1)NC1CCN(CC1)C(=O)OC(C)(C)C)Cl tert-butyl 4-((4-(3-amino-6-chloropyridazin-4-yl)phenyl)amino)piperidine-1-carboxylate